C(C)(=O)C(=O)[C@](O)([C@](O)([C@H](O)C(O)C(C1=CC=CC=C1)=O)C(C1=CC=CC=C1)=O)C(C1=CC=CC=C1)=O 1-acetyl-2,3,5-tribenzoyl-ribose